tert-butyl-4-amino-[1,4'-bipiperidine]-1'-carboxylate C(C)(C)(C)OC(=O)N1CCC(CC1)N1CCC(CC1)N